tert-butyl (2R,4R)-4-((6-((1-(tert-butyl)-5-methyl-1H-pyrazol-3-yl)amino)-3-fluoropyridin-2-yl)methyl)-2-methylpiperidine-4-carboxylate C(C)(C)(C)N1N=C(C=C1C)NC1=CC=C(C(=N1)C[C@@]1(C[C@H](NCC1)C)C(=O)OC(C)(C)C)F